N1=CC=C(C2=NC=CC=C12)SC1=CN=C2C(=N1)NC(=N2)N2CCC1(CC2)[C@@H](C2=CC=CC=C2C1)N (S)-1'-(6-((1,5-naphthyridin-4-yl)thio)-1H-imidazo[4,5-b]pyrazin-2-yl)-1,3-dihydrospiro[indene-2,4'-piperidin]-1-amine